methyl 1-cyclobutyl-3-methyl-1H-pyrazolo[3,4-d]pyrimidine-6-carboxylate C1(CCC1)N1N=C(C=2C1=NC(=NC2)C(=O)OC)C